5-Methyl-N4-(4-chloro-[3-(1,1-dimethylethylsulfonamido)]phenyl)-N2-(4-[2-(4-methylpiperazin-1-yl)-2-oxoethyl]phenyl)pyrimidine-2,4-diamine CC=1C(=NC(=NC1)NC1=CC=C(C=C1)CC(=O)N1CCN(CC1)C)NC1=CC(=C(C=C1)Cl)NS(=O)(=O)C(C)(C)C